C1(CC1)C1=NN(C=N1)C1CC2(CN(C2)C(=O)N2CC(C2)OC2=NC(=CN=C2)C(F)(F)F)C1 (6-(3-cyclopropyl-1H-1,2,4-triazol-1-yl)-2-azaspiro[3.3]heptan-2-yl)(3-((6-(trifluoromethyl)pyrazin-2-yl)oxy)azetidin-1-yl)methanone